m-bis(isocyanatopropyl)benzene 2,2,2-Trifluoroethyl-(4S)-4-[[[(5S)-3-(3,5-difluorophenyl)-5-methyl-2-oxo-5-oxazolidinyl]carbonyl]amino]-1-cyclopentene-1-carboxylate FC(COC(=O)C1=CC[C@@H](C1)NC(=O)[C@@]1(CN(C(O1)=O)C1=CC(=CC(=C1)F)F)C)(F)F.N(=C=O)CCCC1=CC(=CC=C1)CCCN=C=O